5-(4-propylphenyl)-1-methyl-3-(pyrrolidin-1-ylmethyl)-1H-1,2,4-triazole C(CC)C1=CC=C(C=C1)C1=NC(=NN1C)CN1CCCC1